N-(4-(cis-bicyclo[3.1.0]hexane-3-yloxy)-3-fluorophenyl)-2-(3,3-diethylazetidin-1-yl)-5-ethyl-oxazole-4-carboxamide C12CC(CC2C1)OC1=C(C=C(C=C1)NC(=O)C=1N=C(OC1CC)N1CC(C1)(CC)CC)F